ClC1=CC(=C(COC2=NC(=NC=C2)C2=CCC(CC2)CC=2N(C=3C(=NC=C(C3)C(=O)OC)N2)C[C@H]2OCC2)C=C1)F methyl 2-((4-(4-((4-chloro-2-fluorobenzyl) oxy) pyrimidin-2-yl) cyclohex-3-en-1-yl) methyl)-1-(((S)-oxetan-2-yl) methyl)-1H-imidazo[4,5-b]pyridine-6-carboxylate